ClC1=C(OC=2C=CC(NC2)=O)C(=CC(=C1)[N+](=O)[O-])Cl 5-(2,6-dichloro-4-nitrophenoxy)pyridin-2(1H)-one